2-methyl-6-((2-methylthiazol-5-yl)methoxy)indolizine-3-carboxylic acid potassium salt [K+].CC=1C=C2C=CC(=CN2C1C(=O)[O-])OCC1=CN=C(S1)C